4-([1,1'-biphenyl]-4-yl)-6-(3,5-dibromophenyl)-2-phenylpyrimidine C1(=CC=C(C=C1)C1=NC(=NC(=C1)C1=CC(=CC(=C1)Br)Br)C1=CC=CC=C1)C1=CC=CC=C1